benzyltriphenylphosphonium C(C1=CC=CC=C1)[P+](C1=CC=CC=C1)(C1=CC=CC=C1)C1=CC=CC=C1